COC1=CC=C(C=C1)C1OC2=C(N3C1=CC=1C(CC(CC31)(C)C)=O)C=CC=C2 6-(4-methoxyphenyl)-10,10-dimethyl-6,9,10,11-tetrahydro-8H-benzo[5,6][1,4]oxazino[4,3-a]indol-8-one